CN(CCCNC(C(=C)C)=O)C N-(3-dimethylaminopropyl)methacrylamide